N1=C(C=CC2=CC=C3C=CC=NC3=C12)C=1C=C2C(=NC1)C1=C(O2)C=CC=C1O 3-(1,10-phenanthrolin-2-yl)-benzofuro[3,2-b]pyridin-9-ol